C([2H])([2H])([2H])N(C(C(=O)N1C(C(N(C(C1([2H])[2H])([2H])[2H])C1=CC=C2C(=N1)C(=C(N2)C=2C(=C(C=1N(C2)N=CN1)C)C)C(C)C)([2H])[2H])([2H])[2H])([2H])[2H])C([2H])([2H])[2H] 2-[di(2H3)methylamino]-1-[4-(2-{7,8-dimethyl-[1,2,4]triazolo[1,5-a]pyridin-6-yl}-3-(propan-2-yl)-1H-pyrrolo[3,2-b]pyridin-5-yl)(2,2,3,3,5,5,6,6-2H8)piperazin-1-yl](2H2)ethan-1-one